FC=1C=C2C(C(=CN3C2=C(C1F)OCCC3)C(=O)O)=O 10,11-difluoro-8-oxo-2,3,4,8-tetrahydro-[1,4]oxazepino[2,3,4-ij]quinoline-7-carboxylic Acid